2-(6,6-dimethyl-4,5,6,7-tetrahydro-1H-indazol-3-yl)-N-methyl-1H-indol-6-amine CC1(CCC=2C(=NNC2C1)C=1NC2=CC(=CC=C2C1)NC)C